C(C)(=O)NNC(=O)C12CC(CC(N1C(=O)NC1=CC(=C(C=C1)Cl)[C@H]1[C@H](C1)C#N)C2)C cis-1-(acetamidocarbamoyl)-N-[4-chloro-3-(2-cyanocyclopropyl)phenyl]-3-methyl-6-azabicyclo[3.1.1]heptane-6-carboxamide